C1(CC1)C(=O)NC1=NC=C(C(=O)NC([2H])([2H])[2H])C(=C1)NC=1C=CC2=C(N(C=N2)CC(F)(F)F)C1OC 6-(Cyclopropanecarboxamido)-4-((7-methoxy-1-(2,2,2-trifluoroethyl)-1H-benzo[d]imidazol-6-yl)amino)-N-(methyl-d3)nicotinamide